2-(tert-butylamino)-ethanol C(C)(C)(C)NCCO